C1(CC2C(CC1)O2)CC[SiH2]COCC(OC)OC (3,4-epoxycyclohexyl)ethyldimethoxyethoxymethylsilane